ClC1=NC=C(C(=N1)OC)C=C1CCN(CC1)C(C[C@@H](C)C1=CC=CC=C1)=O (R)-1-(4-((2-chloro-4-methoxypyrimidin-5-yl)methylene)piperidin-1-yl)-3-phenylbutan-1-one